tert-butyl 2-(((6-(2-azaspiro[5.5]undecan-2-yl)-2-(trifluoromethyl)pyrimidin-4-yl)(methyl)amino)methyl)thiomorpholine-4-carboxylate C1N(CCCC12CCCCC2)C2=CC(=NC(=N2)C(F)(F)F)N(C)CC2CN(CCS2)C(=O)OC(C)(C)C